C(C)N1C(CCC1)=O.[N] Nitrogen Ethyl-Pyrrolidone